(S)-3-(4-Amino-6-(pyrrolidin-1-yl)pyrido[3,4-d]pyrimidin-8-yl)-2,4-dimethylphenol NC=1C2=C(N=CN1)C(=NC(=C2)N2CCCC2)C=2C(=C(C=CC2C)O)C